Cl[C@H](C)C1=CC=C(C=C1)C(C)C |r| racemic-1-(1-chloroethyl)-4-isopropyl-benzene